C1(=CC=CC=C1)C(C=C)(O)C1=CC=CC=C1 1,1-diphenyl-2-propen-1-ol